C(C)(C)(C)C=1OC=C(N1)C1=CC(=NC=C1)NCC12CCC(CC1)(CC2)C2=CC(=C(C=C2)OC)C 4-(2-(tert-butyl)oxazol-4-yl)-N-((4-(4-methoxy-3-methylphenyl)bicyclo[2.2.2]octan-1-yl)methyl)pyridin-2-amine